FC1=C2C=C(NC2=C(C=C1)F)C(=O)N1[C@@H]2CC([C@H]([C@H]1C(=O)N[C@@H](C[C@@H]1C(NCC1)=O)\C=C(/S(=O)(=O)C)\F)CC2)(F)F (1S,3S,4S)-2-(4,7-difluoro-1H-indole-2-carbonyl)-5,5-difluoro-N-((S,Z)-4-fluoro-4-(methylsulfonyl)-1-((R)-2-oxopyrrolidin-3-yl)but-3-en-2-yl)-2-azabicyclo[2.2.2]octane-3-carboxamide